4,4-diaminostilbene-disulfonic acid C1=CC=C(C=C1)C=CC2=C(C(C(C=C2)(N)N)S(=O)(=O)O)S(=O)(=O)O